NCCCCCCNS(=O)(=O)C1=C(C=C(C=C1C)C=1N(C2=CC=C(C=C2C(C1C(=O)O)=O)F)C1CC1)C (4-(N-(6-aminohexyl)sulfamoyl)-3,5-dimethylphenyl)-1-cyclopropyl-6-fluoro-4-oxo-1,4-dihydroquinoline-3-carboxylic acid